2-(2-Chloro-5-((2-((2-(4-(trifluoromethoxy)phenyl)-1H-benzo[d]imidazol-1-yl)methyl)benzyl)oxy)phenyl)acetic acid ClC1=C(C=C(C=C1)OCC1=C(C=CC=C1)CN1C(=NC2=C1C=CC=C2)C2=CC=C(C=C2)OC(F)(F)F)CC(=O)O